dimethyl-2-ethoxymethyl-1H-imidazo[4,5-c]-quinoline-1-ethanol CC1=CC=CC=2C3=C(C(=NC12)C)N=C(N3CCO)COCC